N-(2,3-dichlorophenyl)-4-[({3-[(1,4-dioxan-2-yl)methoxy]pyridin-4-yl}methyl)amino]-2-oxo-1,2,5,6-tetrahydropyridine ClC1=C(C=CC=C1Cl)N1C(C=C(CC1)NCC1=C(C=NC=C1)OCC1OCCOC1)=O